N1(C=NC2=C1C=CC=C2)CCN2CCC(CC2)C=2N=NC1=CC(=CC(=C1C2)F)C=2C=C(C=1N(N2)C=C(N1)C)C 3-{1-[2-(1H-Benzimidazol-1-yl)ethyl]piperidin-4-yl}-7-(2,8-dimethylimidazo[1,2-b]pyridazin-6-yl)-5-fluorocinnolin